ClC=1C=CC=C2C=CC=C(C12)N1C(=NC2=C(N=C(N=C2N2[C@H](CN(C[C@@H]2C)C(=O)OC(C)(C)C)C)OC[C@H]2N(CCC2)C)C1=O)C tert-butyl (3S,5S)-4-(7-(8-chloronaphthalen-1-yl)-6-methyl-2-(((S)-1-methylpyrrolidin-2-yl)methoxy)-8-oxo-7,8-dihydropyrimido[5,4-d]pyrimidin-4-yl)-3,5-dimethylpiperazine-1-carboxylate